ClC=1C=C(C=CC1)[C@H]1C[C@H](C1)NC(=O)C=1C=NN(C1)CC1=CC(=C(C=C1)CN1C([C@@H]2C[C@@H]2C1)=O)C(F)F N-((cis)-3-(3-Chlorophenyl)cyclobutyl)-1-(3-(difluoromethyl)-4-(((1R,5S)-2-oxo-3-azabicyclo[3.1.0]hexan-3-yl)methyl)benzyl)-1H-pyrazole-4-carboxamide